CC1=C(C=NN1)C1=CC2=C(N=C(S2)NC2=NC=CC(=C2)CN2CCN(CC2)S(=O)(=O)C)C=C1 6-(5-methyl-1H-pyrazol-4-yl)-N-(4-((4-(methylsulfonyl)-piperazin-1-yl)methyl)-pyridin-2-yl)benzo[d]-thiazol-2-amine